C(C)(C)(C)OC(CCC(=O)NC=1C=CC=C2C(=CC=NC12)C(=O)O)=O 8-(4-(tert-butoxy)-4-oxobutanamido)quinoline-4-carboxylic acid